tert-Butyl (3-((tert-butoxycarbonyl)amino)propyl)(4-((3-(4-(7-(methoxymethoxy)-6-oxo-2,2-diphenyl-6H-[1,3]dioxolo[4,5-h]chromen-8-yl)phenyl)propyl)amino)butyl)carbamate C(C)(C)(C)OC(=O)NCCCN(C(OC(C)(C)C)=O)CCCCNCCCC1=CC=C(C=C1)C=1OC=2C3=C(C=CC2C(C1OCOC)=O)OC(O3)(C3=CC=CC=C3)C3=CC=CC=C3